CC1C2N(C(CC1)C2)C(=O)NC2=CC(=C(C=C2)C)C2=NC=CC=C2 Cis-2-methyl-N-(4-methyl-3-(pyridin-2-yl)phenyl)-6-azabicyclo[3.1.1]heptane-6-carboxamide